COC(=O)C=1N(C=NC1C(=C)C(F)(F)F)CC.NC=1N=C(NC1)C1=CC=CC=C1 aminophenyl-imidazole Methyl-3-ethyl-5-(3,3,3-trifluoroprop-1-en-2-yl)imidazole-4-carboxylate